C(C)(=O)C1=CC(=CC(=N1)C(C)=O)O 1-(6-acetyl-4-hydroxy-pyridin-2-yl)-ethanone